NC1=NC=NN2C1=C(C(=C2)C2=CC=C(C=C2)NC(C(=C)C)=O)C2=CC=C(C(=O)NCC(C)(C)O)C=C2 4-{4-amino-6-[4-(2-methylprop-2-enamido)phenyl]pyrrolo[2,1-f][1,2,4]triazin-5-yl}N-(2-hydroxy-2-methylpropyl)benzamide